ethyl (E)-[7-[3-[4-[3-(morpholin-4-yl)propynyl]phenyl]-3-(4-trifluoromethylphenyl)allyloxy]benzo[b]furan-4-yl]oxyacetate N1(CCOCC1)CC#CC1=CC=C(C=C1)\C(=C/COC1=CC=C(C2=C1OC=C2)OCC(=O)OCC)\C2=CC=C(C=C2)C(F)(F)F